C(#C)C=1C(=CC=C2C=CC=C(C12)C1=C(C=2N=C(N=C(C2C=N1)N(C[C@H]1NCCCC1)C)N1CCC(CC1)(O)C)F)F (S)-1-(7-(8-ethynyl-7-fluoronaphthalen-1-yl)-8-fluoro-4-(methyl(piperidin-2-ylmethyl)amino)pyrido[4,3-d]pyrimidin-2-yl)-4-methylpiperidin-4-ol